N-(4-(4-amino-7-isopropylimidazo[5,1-f][1,2,4]triazin-5-yl)benzyl)-2-methoxybenzamide NC1=NC=NN2C1=C(N=C2C(C)C)C2=CC=C(CNC(C1=C(C=CC=C1)OC)=O)C=C2